C(C)C(C([SiH3])(CC)CC)([SiH3])CC tetraethyl-1,4-disilabutane